7-methoxy-3-(prop-2-ynyl)-1,2,3,4-tetrahydroquinazoline-2,4-dione COC1=CC=C2C(N(C(NC2=C1)=O)CC#C)=O